2-(8-((2S,5R)-2,5-diethyl-4-(1-(2-methylbenzo[d]thiazol-6-yl)ethyl)piperazin-1-yl)-5-methyl-6-oxo-5,6-dihydroimidazo[1,2-b]pyridazin-2-yl)acetonitrile C(C)[C@@H]1N(C[C@H](N(C1)C(C)C1=CC2=C(N=C(S2)C)C=C1)CC)C=1C=2N(N(C(C1)=O)C)C=C(N2)CC#N